(2S,2'S,2''S)-2,2',2''-{10-[(1S)-4-(3-butoxyphenyl)-1-carboxybutyl]-1,4,7,10-tetraazacyclododecane-1,4,7-triyl}tris(3-hydroxypropionic acid) gadolinium [Gd].C(CCC)OC=1C=C(C=CC1)CCC[C@@H](C(=O)O)N1CCN(CCN(CCN(CC1)[C@H](C(=O)O)CO)[C@H](C(=O)O)CO)[C@H](C(=O)O)CO